(E)-3-(1-hydroxy-4,4-dimethylcyclohexyl)prop-2-ene-1,1-diyl diacetate C(C)(=O)OC(\C=C\C1(CCC(CC1)(C)C)O)OC(C)=O